NC1=C(C=C(C=C1)NC1=NC=C2CCN(CC2=C1)C1=C(C2=C(OCCN2C(=O)OC(C)(C)C)N=C1)Cl)C tert-butyl 7-{7-[(4-amino-3-methylphenyl)amino]-1,2,3,4-tetrahydro-2,6-naphthyridin-2-yl}-8-chloro-1H,2H,3H-pyrido[2,3-b][1,4]oxazine-1-carboxylate